FC(OC=1C(=NC=CC1)N)(F)F (trifluoromethoxy)pyridin-2-amine